O=C1NC(CCC1N1C(C2=CC=C(C(=C2C1=O)N1CCNCC1)F)=O)=O 2-(2,6-dioxopiperidin-3-yl)-5-fluoro-4-(piperazin-1-yl)isoindoline-1,3-dione